N-(4-ethynylphenyl)-3-(4-hydroxyphenyl)propanamide C(#C)C1=CC=C(C=C1)NC(CCC1=CC=C(C=C1)O)=O